2-(2-hydroxyethyl)isoindoline-1,3-dione tert-butyl-4-(3-ethyl-4-((5-(trifluoromethyl)-4-(trimethylstannyl)pyrimidin-2-yl)amino)phenyl)piperazine-1-carboxylate C(C)(C)(C)OC(=O)N1CCN(CC1)C1=CC(=C(C=C1)NC1=NC=C(C(=N1)[Sn](C)(C)C)C(F)(F)F)CC.OCCN1C(C2=CC=CC=C2C1=O)=O